C[C@@H]1N(CC1)C=1N=C(C2=C(N1)CCC2)C=2C=C1[C@]3(C(NC1=CC2)=O)[C@@H](C3)C(=O)OC |r| rac-methyl (1R,2R)-5'-(2-((S)-2-methylazetidin-1-yl)-6,7-dihydro-5H-cyclopenta[d]pyrimidin-4-yl)-2'-oxospiro[cyclopropane-1,3'-indoline]-2-carboxylate